2-(1-(3-chloro-4-fluorophenyl)-1H-pyrazol-3-yl)-N-(5-cyclopropyl-1H-pyrazol-3-yl)propanamide ClC=1C=C(C=CC1F)N1N=C(C=C1)C(C(=O)NC1=NNC(=C1)C1CC1)C